C(C)S(=O)(=O)C=1C(=NN2C1C=CC(=C2)C(F)(F)F)NCC=2C(=CC1=C(OC(O1)(F)F)C2)C(=O)O 6-[[[3-ethylsulfonyl-6-(trifluoromethyl)pyrazolo[1,5-a]pyridin-2-yl]amino]methyl]-2,2-difluoro-1,3-benzodioxole-5-carboxylic acid